trideca-1,3,5,7-tetraene C=CC=CC=CC=CCCCCC